7-methoxy-2,2-dimethylchromane-8-sulfonyl chloride COC1=CC=C2CCC(OC2=C1S(=O)(=O)Cl)(C)C